ClC1=CC=C(C(=N1)F)C=1C(=C(C=O)C=CC1)O 3-(6-chloro-2-fluoropyridin-3-yl)-2-hydroxybenzaldehyde